C(#N)C=1C=CC(=NC1)N1CCC(CC1)N1C(C(CC1)OC[C@H](C)NC(OC(C)(C)C)=O)=O tert-butyl ((2S)-1-((1-(1-(5-cyanopyridin-2-yl) piperidin-4-yl)-2-oxopyrrolidin-3-yl)oxy)propan-2-yl)carbamate